3-chloro-N-[(1S)-1-[3-(2-cyclopropyl-4-pyridyl)-1,2,4-oxadiazol-5-yl]ethyl]benzamide ClC=1C=C(C(=O)N[C@@H](C)C2=NC(=NO2)C2=CC(=NC=C2)C2CC2)C=CC1